trigallic acid C1=C(C=C(C(=C1O)O)O)C(=O)OC2=CC(=CC(=C2O)O)C(=O)OC3=CC(=CC(=C3O)O)C(=O)O